FC=1C=C(C=C(C1F)OCOC)N1N=CC2=CC(=CC=C12)C1(CCN(CC1)C(=O)OC(C)(C)C)COS(=O)(=O)C tert-Butyl 4-(1-(3,4-difluoro-5-(methoxymethoxy)phenyl)-1H-indazol-5-yl)-4-(((methylsulfonyl)oxy)methyl)piperidine-1-carboxylate